2-Ethylsulfanyl-N-[(4-fluorophenyl)-methyl]-6-[(3R)-3-(methoxymethyl)-morpholin-4-yl]-4-methyl-pyridine-3-carboxylic acid amide C(C)SC1=NC(=CC(=C1C(=O)NCC1=CC=C(C=C1)F)C)N1[C@@H](COCC1)COC